4-chloro-1,6-dimethyl-1,5-naphthyridin-2(1H)-one ClC1=CC(N(C2=CC=C(N=C12)C)C)=O